6-[4-[Methyl-(propionyl)amino]phenyl]-N-(3-pyridylmethyl)pyridine-3-carboxamide CN(C1=CC=C(C=C1)C1=CC=C(C=N1)C(=O)NCC=1C=NC=CC1)C(CC)=O